butyl 3-chloro-6-(1-methoxy-1-oxopropan-2-yl)-9H-carbazole-9-carboxylate ClC=1C=CC=2N(C3=CC=C(C=C3C2C1)C(C(=O)OC)C)C(=O)OCCCC